BrC=1C=2N(C(=C(C1)C#N)Cl)C=CN2 8-bromo-5-chloro-imidazo[1,2-a]pyridine-6-carbonitrile